(S)-3-(3-(4-hydroxy-1,6-dimethyl-2-oxo-1,2-dihydropyridin-3-yl)ureido)-3-(5-methoxy-3'-(trifluoromethoxy)biphenyl-3-yl)propanoic acid ethyl ester C(C)OC(C[C@@H](C=1C=C(C=C(C1)OC)C1=CC(=CC=C1)OC(F)(F)F)NC(=O)NC=1C(N(C(=CC1O)C)C)=O)=O